Cl.N1=C(N=CC=C1)N1N=C(N=C1)N 1-pyrimidin-2-yl-1,2,4-triazol-3-amine-hydrochloride